dodecyl-sulfonic acid, ammonium salt [NH4+].C(CCCCCCCCCCC)S(=O)(=O)[O-]